C(C)(C)(C)NS(=O)(=O)C1=CC(=CC=C1)NC1=NC(=NC=C1C)NC1=CC=C(C=C1)OCCN1CCN(CC1)CC=1C=C2CN(C(C2=C(C1)F)=O)C1C(NC(CC1)=O)=O N-(tert-butyl)-3-((2-((4-(2-(4-((2-(2,6-dioxopiperidin-3-yl)-7-fluoro-1-Oxoisoindolin-5-yl)methyl)piperazin-1-yl)ethoxy)phenyl)amino)-5-methylpyrimidin-4-yl)amino)benzenesulfonamide